4-nitro-1-((2-(trimethylsilyl)ethoxy)methyl)-1H-pyrazol-3-ol [N+](=O)([O-])C=1C(=NN(C1)COCC[Si](C)(C)C)O